C(=O)[O-].C[N+]1=CC(=CC=C1C(C)(C)C)C=O methyl-6-(tert-butyl)-3-formylpyridinium formate